CSC1=NC=C(C(=N1)NCCCNC(=O)C1CCC1)C(F)(F)F N-(3-((2-(methylthio)-5-(trifluoromethyl)pyrimidin-4-yl)amino)propyl)cyclobutanecarboxamide